ClC1=C(C=C(C(=O)N2CCC(CC2)OC2CCC(CC2)C(=O)OCC)C=C1)N1C(NC(CC1)=O)=O ethyl (1r,4r)-4-((1-(4-chloro-3-(2,4-dioxotetrahydropyrimidin-1(2H)-yl)benzoyl)piperidin-4-yl)oxy)cyclohexane-1-carboxylate